OC1(C(N(CC1)C)=O)C1=CC(=CC=C1)C=1N=C(SC1)C1=CN(C2=NC=CN=C21)S(=O)(=O)C2=CC=C(C)C=C2 3-hydroxy-1-methyl-3-(3-(2-(5-tosyl-5H-pyrrolo[2,3-b]pyrazin-7-yl)thiazol-4-yl)phenyl)pyrrolidin-2-one